1-bromo-3-(phenylethynyl)benzene BrC1=CC(=CC=C1)C#CC1=CC=CC=C1